Tert-butyl N-(9-[[2-(2,6-dioxopiperidin-3-yl)-1,3-dioxoisoindol-4-yl]amino]nonyl)carbamate O=C1NC(CCC1N1C(C2=CC=CC(=C2C1=O)NCCCCCCCCCNC(OC(C)(C)C)=O)=O)=O